(R)-6-(cyclopropylmethoxy)-N-(1-hydroxy-4-methylpent-2-yl)-5-(3-methoxyazetidin-1-yl)pyridineamide C1(CC1)COC1=C(C=CC(=N1)C(=O)N[C@@H](CO)CC(C)C)N1CC(C1)OC